BrC=1C(=CC(=C(C1)N1N=C(N(C1=O)C(F)F)C)Cl)Cl 2-(5-bromo-2,4-dichlorophenyl)-4-(difluoromethyl)-2,4-dihydro-5-methyl-3H-1,2,4-triazole-3-one